COC1=CC=C(CN(C=2C(=C(C(=C(C2)C)I)C2C(CC=3C(=NC(=NC3C2)S(=O)(=O)C)N2[C@H](CN(CC2)C(=O)OC(C)(C)C)C)C)F)CC2=CC=C(C=C2)OC)C=C1 tert-butyl (3S)-4-(7-(3-(bis(4-methoxybenzyl) amino)-2-fluoro-6-iodo-5-methylphenyl)-6-methyl-2-(methylsulfonyl)-5,6,7,8-tetrahydroquinazolin-4-yl)-3-methylpiperazine-1-carboxylate